O1CCN(CC1)CCC1CNCCO1 2-(2-morpholinoethyl)morpholine